Cl.FC1(CCN(CC1)CCCOC1=C(C=CC(=C1)C(=O)NC1=CC(=C(C=C1)O)NS(=O)(=O)C)C1=CC=C(C=C1)F)F 2-(3-(4,4-Difluoropiperidin-1-yl)propoxy)-4'-fluoro-N-(4-hydroxy-3-(methylsulfonylamino)phenyl)-[1,1'-biphenyl]-4-carboxamide hydrochloride